tribromophenyl(3-ethyl-3-oxetanylmethyl)ether BrC1=C(C(=C(C=C1)C(C1(COC1)CC)OC(C1=C(C(=C(C=C1)Br)Br)Br)C1(COC1)CC)Br)Br